N1C=C(C2=CC=CC=C12)CN(C)C 1-(1H-indol-3-yl)-N,N-dimethyl-methanamine